ClC=1C=C(C=CC1F)C1N(CC(CC1)C)C(C(=O)OCC(F)(F)F)=O 2,2,2-trifluoroethyl 2-[2-(3-chloro-4-fluoro-phenyl)-5-methyl-1-piperidyl]-2-oxo-acetate